OC1=C(OC(=CC1=O)CO)\C=C\C1=CC=C(C=C1)OC (E)-3-hydroxy-6-(hydroxymethyl)-2-(4-methoxystyryl)-4H-pyran-4-one